2-hexyllaurate C(CCCCC)C(C(=O)[O-])CCCCCCCCCC